CC(C)(C)[Si](OCCCN)(C1=CC=CC=C1)C1=CC=CC=C1 3-{[(2-methylpropan-2-yl)diphenylsilyl]oxy}propan-1-amine